3-(5-Chloro-4-(4-cyano-6-trifluoromethyl-pyridin-3-yl)-2-[(2-methoxy-phenyl)-methyl-carbamoyl]-phenoxy-propyl)-pyrrolidine-2-carboxylic acid ClC=1C(=CC(=C(OCCCC2C(NCC2)C(=O)O)C1)C(N(C)C1=C(C=CC=C1)OC)=O)C=1C=NC(=CC1C#N)C(F)(F)F